(R)-1-methyl-2-(pyrrolidin-2-yl)-1H-benzimidazole CN1C(=NC2=C1C=CC=C2)[C@@H]2NCCC2